FC1(CC(C1)C(=O)NN)F 3,3-Difluorocyclobutane-1-hydrazide